[Cl-].ClCC(C[N+](CCCNC(CCCCCCCCCCCCCCCCC)=O)(C)C)O 3-chloro-2-hydroxy-N,N-dimethyl-N-(3-stearamidopropyl)propan-1-aminium chloride